(R)-1-((5-fluoro-2-(2-methoxy-7-methylquinoxalin-5-yl)benzo[d]thiazol-6-yl)oxy)propan-2-yl (6-((S)-3-hydroxypyrrolidine-1-carbonyl)pyridin-3-yl)carbamate O[C@@H]1CN(CC1)C(=O)C1=CC=C(C=N1)NC(O[C@@H](COC1=CC2=C(N=C(S2)C2=C3N=CC(=NC3=CC(=C2)C)OC)C=C1F)C)=O